Ethylene Glycol n-Hexyl Ether C(CCCCC)OCCO